ClC1=C2C(=NC=C1)NC(=C2C=2C=CC(=C(C2)NC(C=C)=O)C)C2=CC=C(C=C2)CN2CCOCC2 N-(5-(4-chloro-2-(4-(morpholinomethyl)phenyl)-1H-pyrrolo[2,3-b]pyridin-3-yl)-2-methylphenyl)acrylamide